C(OC(C)OC1=CC(=CC(=C1C1=CC(=CC=C1)C)OC(C(CCOC)CCOC)OC([O-])=O)CCCCC)([O-])=O bis(2-methoxyethyl)(((3'-methyl-4-pentyl-[1,1'-biphenyl]-2,6-diyl)bis(oxy))bis(ethane-1,1-diyl)) bis(carbonate)